O1P(OS1)(=O)OP(=O)([O-])OP(=O)([O-])[O-] alpha-thio triphosphate